(4-phenyl-6-(phenylamino)-1,3,5-triazin-2-yl)propionamide C1(=CC=CC=C1)C1=NC(=NC(=N1)NC1=CC=CC=C1)C(C(=O)N)C